meta-ethyl-α-methylstyrene C(C)C=1C=C(C(=C)C)C=CC1